tributyl-(3-fluoro-2-pyridyl)stannane C(CCC)[Sn](C1=NC=CC=C1F)(CCCC)CCCC